C1(CC1)C[C@H](O)C1=CC(=C(C=N1)C=1C(N(C2=CC(=NC=C2C1)NC(=O)C1CC1)C)=O)C N-(3-{6-[(1S)-2-cyclopropyl-1-hydroxyethyl]-4-methylpyridin-3-yl}-1-methyl-2-oxo-1,6-naphthyridin-7-yl)cyclopropanecarboxamide